6c,9c,12c,15c-Octadecatetraenoic Acid CCC=CCC=CCC=CCC=CCCCCC(=O)O